2-[(2S)-2-methylazetidin-1-yl]-6,7-dihydro-5H-cyclopenta[d]pyrimidine-4-carbaldehyde C[C@@H]1N(CC1)C=1N=C(C2=C(N1)CCC2)C=O